sodium monophenolate C1(=CC=CC=C1)[O-].[Na+]